3-({3-bromo-5-[1-oxo-4-(trifluoromethyl)-3H-isoindol-2-yl]phenyl}amino)propanenitrile BrC=1C=C(C=C(C1)N1C(C2=CC=CC(=C2C1)C(F)(F)F)=O)NCCC#N